tert-Butyl ((S)-(7-((R)-cyclopropyl(5-oxo-4,6-diazaspiro[2.4]heptan-6-yl)methyl)imidazo[1,2-b]pyridazin-2-yl)(4,4-difluorocyclohexyl)methyl)carbamate C1(CC1)[C@H](C1=CC=2N(N=C1)C=C(N2)[C@H](C2CCC(CC2)(F)F)NC(OC(C)(C)C)=O)N2C(NC1(CC1)C2)=O